C(/C1=CC=CC=C1)=C/1\C(N(C(C1)=O)CCCCCC(=O)N[C@@H]1[C@H](CCCC1)O)=O 6-(3-((E)-benzylidene)-2,5-diketopyrrolidinyl)-N-((1S,2S)-2-hydroxycyclohexyl)hexanamide